OC(C(=O)C1=NC=C(N=C1)C(F)(F)F)O 2,2-dihydroxy-1-(5-(trifluoromethyl)pyrazin-2-yl)ethan-1-one